COC(C1=CC=C(C=C1)C=1SC=C(N1)CO[Si](C)(C)C(C)(C)C)=O 4-(4-(((tert-butyldimethylsilyl)oxy)methyl)thiazol-2-yl)benzoic acid methyl ester